2-(6-(((1S,4S,5S,6R)-6-fluoro-2-azabicyclo[2.2.2]octan-5-yl)(methyl)amino)pyridazin-3-yl)-5-(1H-imidazol-1-yl)phenol F[C@H]1[C@H]([C@@H]2CN[C@H]1CC2)N(C2=CC=C(N=N2)C2=C(C=C(C=C2)N2C=NC=C2)O)C